OC(C)(C)C1=C(C=C(C=C1)C=1SC=C(C1)C)NC1=NC=NC2=CC(=C(C=C12)OC1CN(C1)C(C=C)=O)OC 1-(3-((4-((2-(2-hydroxypropan-2-yl)-5-(4-methylthiophen-2-yl)phenyl)amino)-7-methoxyquinazolin-6-yl)oxy)azetidin-1-yl)prop-2-en-1-one